CC1=C(C(=CC(=C1)C(=O)O)C)C1=CC=C(C=C1)NC([C@@H]1N(CCC1)C(NC1=CC=C(C=C1)C(C)C)=O)=O 2,6-dimethyl-4'-[(1-{[4-(propan-2-yl)phenyl]carbamoyl}-D-prolyl)amino][1,1'-biphenyl]-4-carboxylic acid